trimethyl-aminocyclopentadienyl-titanium CC1=C(C(C=C1)([Ti]N)C)C